N-(5-oxo-5,6,7,8-tetrahydronaphthalen-2-yl)acetamide Methyl-(1r,4r)-4-hydroxycyclohexane-1-carboxylate COC(=O)C1CCC(CC1)O.O=C1C=2C=CC(=CC2CCC1)NC(C)=O